4-(3-(4-benzylpiperazin-1-yl)-2-(((tert-butyldiphenylsilyl)oxy)methyl)azetidin-1-yl)-6-(4-(1,4-dimethyl-1H-pyrazol-5-yl)piperidin-1-yl)-2-(trifluoromethyl)pyrimidine C(C1=CC=CC=C1)N1CCN(CC1)C1C(N(C1)C1=NC(=NC(=C1)N1CCC(CC1)C1=C(C=NN1C)C)C(F)(F)F)CO[Si](C1=CC=CC=C1)(C1=CC=CC=C1)C(C)(C)C